bis(vinylphenyl)dimethylene ether C(=C)C1=C(C=CC=C1)C1C(C2=C(C=CC=C2)C=C)O1